but-3-yn-2-yl 4-methylbenzene-1-sulfonate CC1=CC=C(C=C1)S(=O)(=O)OC(C)C#C